NC1(CC1)[C@H](C[C@H](CCCCCCCCCCCCC)O)O (1s,3s)-1-(1-aminocyclopropyl)hexadecane-1,3-diol